2-chloro-5-fluoro-3-(pyrrolidine-2-yl)pyridine ClC1=NC=C(C=C1C1NCCC1)F